4-nitro-1H-pyrazole [N+](=O)([O-])C=1C=NNC1